NC1=C(C(N(C2=CC(=CC=C12)Br)C1=C(C=C(C=C1)Cl)C)=O)C(=O)OC methyl 4-amino-7-bromo-1-(4-chloro-2-methylphenyl)-2-oxo-1,2-dihydroquinoline-3-carboxylate